7-(5-(3-cyano-6-(1-methyl-1H-pyrazol-4-yl)pyrazolo[1,5-a]pyridin-4-yl)pyridin-2-yl)-2,7-diazaspiro[3.5]nonane-2-carboxylic acid tert-butyl ester C(C)(C)(C)OC(=O)N1CC2(C1)CCN(CC2)C2=NC=C(C=C2)C=2C=1N(C=C(C2)C=2C=NN(C2)C)N=CC1C#N